C(#N)C=1C=CC(=C2C=CC=NC12)N1CC2(CC2(C1)C(F)(F)F)C(=O)N[C@H]1CN(CC1)C 3-(8-cyanoquinolin-5-yl)-N-[(3R)-1-methylpyrrolidine-3-yl]-5-(trifluoromethyl)-3-azabicyclo[3.1.0]hexane-1-carboxamide